CN(CCCOC1=NC=C(C=C1NS(=O)(=O)C=1C=NC=CC1)C1=CC=2C3=C(C=NC2C=C1)N(CC31C(C1)=O)C)C N-(2-(3-(Dimethylamino)propoxy)-5-(3'-methyl-2-oxo-2',3'-dihydrospiro[cyclopropane-1,1'-pyrrolo[2,3-c]quinolin]-8'-yl)pyridin-3-yl)pyridine-3-sulfonamide